methyl 5-(2-aminoimidazo[1,2-b]pyridazin-6-yl)-2-methoxynicotinate NC=1N=C2N(N=C(C=C2)C=2C=NC(=C(C(=O)OC)C2)OC)C1